C1(CC1)C1=NN(C=C1C(F)(F)F)C[C@@H]1CC(CC1)(F)F (S)-3-Cyclopropyl-1-((3,3-difluorocyclopentyl)methyl)-4-(trifluoromethyl)-1H-pyrazole